ClC(C(=O)NCC1=CC=CC=C1)Cl 2,2-dichloro-N-benzylacetamide